N1(CCC1)CC1(CC1)NC(CC1=C(C=CC=C1OC)F)=O N-(1-(azetidin-1-ylmethyl)cyclopropyl)-2-(2-fluoro-6-methoxyphenyl)acetamide